ClC1=C(C=CC(=C1)Cl)C1=NC(=NC=C1C=1NC(=CN1)C)NC1=NC=CC=C1C#N 2-[[4-(2,4-dichlorophenyl)-5-(5-methyl-1H-imidazol-2-yl)-pyrimidinyl]amino]-3-pyridinecarbonitrile